(R)-1-(4-(2-(6-(3-aminopiperidine-1-carbonyl)-3-methylpyrazolo[1,5-a]pyridin-2-yl)-1-(cyclopropylmethyl)-1H-indol-7-yl)piperidin-1-yl)-2-hydroxyethan-1-one N[C@H]1CN(CCC1)C(=O)C=1C=CC=2N(C1)N=C(C2C)C=2N(C1=C(C=CC=C1C2)C2CCN(CC2)C(CO)=O)CC2CC2